ClC1=NC=C(C(=C1)C1=C(C=NC(=C1)C)C(=O)NC=1SC2=C(N1)CN(C2)C(=O)C2=NC(=C(N=C2C)OC)Cl)OC 2'-chloro-N-(5-(6-chloro-5-methoxy-3-methylpyrazine-2-carbonyl)-5,6-dihydro-4H-pyrrolo[3,4-d]thiazol-2-yl)-5'-methoxy-6-methyl-[4,4'-bipyridine]-3-carboxamide